CC1=CC=C(C=N1)NC(=O)C1=CC(=CC=2N(C=NC21)CC(F)(F)F)C#CCNC=2C(OC)=CC=C(C2)C(NC)=O N-(6-methyl-3-pyridyl)-6-{3-[4-(N-methylcarbamoyl)-2-anisidino]-1-propynyl}-1-(2,2,2-trifluoroethyl)-1H-1,3-benzimidazole-4-carboxamide